N-[4-[[3-(3-fluoro-4-methoxy-phenyl)imidazo[1,2-a]pyrazin-8-yl]amino]phenyl]-2-hydroxy-acetamide FC=1C=C(C=CC1OC)C1=CN=C2N1C=CN=C2NC2=CC=C(C=C2)NC(CO)=O